CC=1C=C2C=CC=NC2=C(C1)C=O (6-methylquinolin-8-yl)methanone